C(C)C1(OC2=C(C(N1)=O)C=C(C=C2)NC(=O)C=2NC1=CC=C(C=C1C2)Cl)CC N-(2,2-diethyl-4-oxo-3,4-dihydro-2H-benzo[e][1,3]oxazin-6-yl)-5-chloro-1H-indole-2-carboxamide